C(C)(=O)O\C\1=C\CCCCCC1 (E)-cyclooctane-1-ene-1-yl acetate